N-(4-((4-((1H-tetrazol-5-yl)methyl)-3,5-diethyl-1H-pyrazol-1-yl)methyl)phenyl)-1,3-dioxo-1,2,3,4-tetrahydroisoquinoline-6-carboxamide N1N=NN=C1CC=1C(=NN(C1CC)CC1=CC=C(C=C1)NC(=O)C=1C=C2CC(NC(C2=CC1)=O)=O)CC